FC1=C2CC[C@]3(CCC4=C(NC(N(C4=O)C4CCOCC4)=O)N3)C2=CC=C1 (R)-4-fluoro-3'-(tetrahydro-2H-pyran-4-yl)-2,3,5',8'-tetrahydro-1'H-spiro[indene-1,7'-pyrido[2,3-d]pyrimidine]-2',4'(3'H,6'H)-dione